FC=1C(=NC=C(C1C)C(F)(F)F)NCC1=CC=C(C=C1)OC 3-fluoro-N-(4-methoxybenzyl)-4-methyl-5-(trifluoromethyl)pyridin-2-amine